CC(CC(C)C)ONCCC[Si](OCC)(OCC)OCC N-(1,3-dimethylbutyloxy)-3-triethoxysilyl-1-propylamine